5-(1-isopropyl-2-methyl-1H-imidazo[4,5-b]pyridin-6-yl)-N-(2-azaspiro[3.3]heptan-6-yl)pyrrolo[2,1-f][1,2,4]triazin-2-amine C(C)(C)N1C(=NC2=NC=C(C=C21)C=2C=CN1N=C(N=CC12)NC1CC2(CNC2)C1)C